C(C(=C)C)(=O)OCCC[Si](OCC)(OCC)OCC 3-Methacryloxy-propyltriethoxysilan